C(C)(C)(C)OC(=O)N(/C(=N/C(=O)OC(C)(C)C)/N(C(OC(C)(C)C)=O)C(=O)OC(C)(C)C)CC1=CC=C(C=C1)OCC1=CC(=CC=C1)[N+](=O)[O-] tert-Butyl N-[(Z)-N,N'-bis(tert-butoxycarbonyl)-N-[[4-[(3-nitrophenyl)methoxy]phenyl]-methyl]carbamimidoyl]-N-tert-butoxycarbonyl-carbamate